2-hydroxy-4-heptanoxybenzophenone OC1=C(C(=O)C2=CC=CC=C2)C=CC(=C1)OCCCCCCC